C(C)(C)C1=C(NC2=CC=C(C=C12)C1CCC(CC1)(C)NC(CN(C(OC(C)(C)C)=O)C)=O)C=1C=C(C=2N(C1)N=CN2)OC tert-butyl (2-((4-(3-isopropyl-2-(8-methoxy-[1,2,4]triazolo[1,5-a]pyridin-6-yl)-1H-indol-5-yl)-1-methylcyclohexyl)amino)-2-oxoethyl)(methyl)carbamate